C1=CC=C(C=C1)C(=O)C=CC2=CC=CC=C2N=[N+]=[N-] azidochalcone